ethyl 5,5-dimethyl-4-oxothiolane-3-carboxylate CC1(C(C(CS1)C(=O)OCC)=O)C